C(C)(C)(C)C1CN=CC=2N1C(=NC2I)C tert-butyl-1-iodo-3-methyl-5,6-dihydroimidazo[1,5-a]pyrazine